ClC=1C=CC=C2C(C=C(OC12)C1=C(OCCNC(C(=O)O)=O)C=C(C(=C1)OC)OC)=O 2-[2-[2-(8-chloro-4-oxo-chromen-2-yl)-4,5-dimethoxy-phenoxy]ethylamino]-2-oxo-acetic acid